FC(C1=NC(=CC(=C1)C=1C=NN(C1)C1=C(C=C(C=C1)[N+](=O)[O-])N1CCC2(CC2)CC1)N1CCC(CC1)(F)F)F 6-(2-(4-(2-(difluoromethyl)-6-(4,4-difluoropiperidin-1-yl)pyridin-4-yl)-1H-pyrazol-1-yl)-5-nitrophenyl)-6-azaspiro[2.5]octane